C(C)(C)(C)C1(C(C1C)(C1=CC=CC=C1)C1=CC=CC=C1)C(C)(C)C di-t-butyl-(1-methyl-2,2-diphenylcyclopropan)